C(C=C)(=O)C=1C=NN(C1)C1CCN(CC1)C(=O)OC(C)(C)C tert-Butyl 4-(4-acryloyl-1H-pyrazol-1-yl)piperidine-1-carboxylate